BrC1=CC=2C[C@H]3OC(CN[C@H]3C2C=C1F)C (4aS,9aR)-7-bromo-6-fluoro-2-methyl-2,3,4,4a,9,9a-hexahydroindeno[2,1-b][1,4]oxazine